3-hydroxy-N,N-dimethylisoxazole-5-carboxamide OC1=NOC(=C1)C(=O)N(C)C